4-[5-(2-aminoethyl)pyrimidin-2-yl]-3-[5-[2,2-difluoroethyl(ethyl)amino]-2-methylpyrazole-3-carbonyl]benzonitrile NCCC=1C=NC(=NC1)C1=C(C=C(C#N)C=C1)C(=O)C=1N(N=C(C1)N(CC)CC(F)F)C